N[C@H](C(=O)NCCNC(C1=C(C=C(C=C1)NC=1C=2N(C=CN1)C(=CN2)C2=C(C(=C(C=C2)OC)F)F)CC)=O)CCCNC=2NCCN2 N-[2-[[(2S)-2-amino-5-(4,5-dihydro-1H-imidazol-2-ylamino)pentanoyl]amino]ethyl]-4-[[3-(2,3-difluoro-4-methoxyphenyl)imidazo[1,2-a]pyrazin-8-yl]amino]-2-ethyl-benzamide